2-methyl-4-(4-nitrophenyl)sulfonyl-6-pyrazolo[1,5-a]pyridin-5-yl-morpholine CC1CN(CC(O1)C1=CC=2N(C=C1)N=CC2)S(=O)(=O)C2=CC=C(C=C2)[N+](=O)[O-]